(R)-N-(4-Cyanobenzyl)-1-methyl-6-((1-((2-(3-methyl-4,5-dihydroisoxazol-5-yl)propan-2-yl)sulfonyl)cyclopropyl)methyl)-7-oxo-4,5,6,7-tetrahydro-1H-pyrazolo[3,4-c]pyridine-3-carboxamide C(#N)C1=CC=C(CNC(=O)C2=NN(C=3C(N(CCC32)CC3(CC3)S(=O)(=O)C(C)(C)[C@H]3CC(=NO3)C)=O)C)C=C1